C1(CC1)C=1SC=C(N1)[C@H](CC1=CC=C(C=C1)NS(=O)(=O)O)NC=1SC=C(N1)C1=CC(=CC=C1)OC 4-{(S)-2-(2-Cyclopropylthiazol-4-yl)-2-[4-(3-methoxyphenyl)thiazol-2-ylamino]ethyl}phenylaminosulfonic acid